N-(1-(6-cyano-7-(8-ethynyl-7-fluoro-3-hydroxynaphthalen-1-yl)-8-fluoro-2-((tetrahydro-1H-pyrrolizin-7a(5H)-yl)methoxy)quinazolin-4-yl)-4,4-dimethylazepan-3-yl)-N-methylacrylamide C(#N)C=1C=C2C(=NC(=NC2=C(C1C1=CC(=CC2=CC=C(C(=C12)C#C)F)O)F)OCC12CCCN2CCC1)N1CC(C(CCC1)(C)C)N(C(C=C)=O)C